C(CCCCCCCC)(=O)OCC(COC(CCCCCCCC)=O)CC(=O)OCC(COC(CC(COC(CCCCCCCC)=O)COC(CCCCCCCC)=O)=O)NC(=O)OC(C)(C)C (((2-((tert-butoxycarbonyl)amino)propane-1,3-diyl)bis(oxy))bis(2-oxoethane-2,1-diyl))bis(propane-2,1,3-triyl) tetranonanoate